ClC1=C(C(=C(C=C1OC)OC)Cl)C=1C=C2C=NC(=NC2=CC1)N[C@@H]1COCC[C@@H]1NC(C=C)=O N-((3S,4S)-3-((6-(2,6-dichloro-3,5-dimethoxyphenyl)quinazolin-2-yl)amino)tetrahydro-2H-pyran-4-yl)acrylamide